CC1=C(C(=O)NC2(CC2)C2=C3C=CC=NC3=CC(=C2)C=2N=C(OC2)C)C=C(C=C1)N1CCN(CC1)C 2-methyl-N-(1-(7-(2-methyloxazol-4-yl)quinolin-5-yl)cyclopropyl)-5-(4-methylpiperazin-1-yl)benzamide